2-ethylhexyl (2-ethylhexyl) phosphate P(=O)(OCC(CCCC)CC)(OCC(CCCC)CC)[O-]